OC1CN(CCC1NC=1N=CC2=C(N1)N(C(C=C2)=O)[C@@H]2C1(CC1)CCC2)S(=O)(=O)C 2-((3-hydroxy-1-(methylsulfonyl)piperidin-4-yl)amino)-8-((S)-spiro[2.4]heptan-4-yl)pyrido[2,3-d]pyrimidin-7(8H)-one